5-(4-fluorophenyl)pyridin FC1=CC=C(C=C1)C=1C=CC=NC1